isopropylPropyl ether C(C)(C)OCCC